C[C@H]1N(CCOC1)C1=CC(=C2C(=N1)N(N=C2)C2=NNC=C2)C=2C(=NN(C2C)C2CCNCC2)C(F)(F)F (3R)-3-methyl-4-(4-(5-methyl-1-(piperidin-4-yl)-3-(trifluoromethyl)-1H-pyrazol-4-yl)-1-(1H-pyrazol-3-yl)-1H-pyrazolo[3,4-b]pyridin-6-yl)morpholine